OCC(CO)(CO)NCC(=O)O N-[2-hydroxy-1,1-bis(hydroxylmethyl)ethyl]glycine